C(C=C)CC(=O)O.CC(CCCCC)=O heptanone (Allyl acetate)